3-iodo-1-(oxan-2-yl)-1H-indazole-5-carboxylic acid methyl ester COC(=O)C=1C=C2C(=NN(C2=CC1)C1OCCCC1)I